C1=COC(=C1)NC2=NC=C3C(=N2)N=CN3 furylaminopurine